4-(p-tolylthio)phenyl-di-p-tolylsulfonium C1(=CC=C(C=C1)SC1=CC=C(C=C1)[S+](C1=CC=C(C=C1)C)C1=CC=C(C=C1)C)C